FC=1C=C(C=CC1)SC1=C(N=NN1)C(=O)O 5-((3-fluorophenyl)thio)-1H-1,2,3-triazole-4-carboxylic acid